N[C@@H]1C(N2[C@@H](SCC1)CC([C@H]2C(=O)OC)(C)C)=O methyl (4S,7S,9aS)-4-amino-8,8-dimethyl-5-oxooctahydropyrrolo[2,1-b][1,3]thiazepine-7-carboxylate